CC=1C=C(CN(C2=CC=C3C(=N2)C(=CS3)B(O)O)CC3=CC(=C(C=C3)C)C)C=CC1C (5-(bis(3,4-dimethylbenzyl)amino)thieno[3,2-b]pyridin-3-yl)boronic acid